(±)-trans-N-(Isoquinolin-5-yl)-4-phenylpyrrolidine-3-carboxamide dihydrochloride Cl.Cl.C1=NC=CC2=C(C=CC=C12)NC(=O)[C@@H]1CNC[C@H]1C1=CC=CC=C1 |r|